(3RS)-3-[(2SR)-(2-cyclopentyl-2-hydroxy-2-pentylacetyl)oxy]-1,1-dimethylpyrrolidinium bromide [Br-].C1(CCCC1)[C@](C(=O)O[C@H]1C[N+](CC1)(C)C)(CCCCC)O |r|